COC1=CC(=NN1C)C(=O)OC methyl 5-methoxy-1-methyl-pyrazole-3-carboxylate